CC1OC(C2C(O1)C1=CC=CC=C1C2)C 4,4a,5,9b-tetrahydro-2,4-dimethyl-indeno[1,2-d]-m-dioxine